2-(1-((6-(3'-amino-2-chloro-2'-methyl-[1,1'-biphenyl]-3-yl)-2-methoxypyridin-3-yl)methyl)piperidin-4-yl)acetate NC=1C(=C(C=CC1)C1=C(C(=CC=C1)C1=CC=C(C(=N1)OC)CN1CCC(CC1)CC(=O)[O-])Cl)C